tri(triethanolamine) lactate C(C(O)C)(=O)O.N(CCO)(CCO)CCO.N(CCO)(CCO)CCO.N(CCO)(CCO)CCO